NC1=C2C(=NC(=N1)Cl)N(N=C2)CC=2C=C(C=CC2)CN(C(OC(C)(C)C)=O)C2=CC(=CC=C2)CO tert-butyl N-((3-((4-amino-6-chloro-pyrazolo[3,4-d]pyrimidin-1-yl)methyl)phenyl)methyl)-N-(3-(hydroxymethyl)phenyl)carbamate